2-((4-((3-(2,3-difluorophenyl)-3-phenylureido)methyl)cyclohexyl)methoxy)acetic acid FC1=C(C=CC=C1F)N(C(NCC1CCC(CC1)COCC(=O)O)=O)C1=CC=CC=C1